COC(COC=1C(N(C2=CC=C(C=C2C1)[N+](=O)[O-])CCNC(=O)OC(C)(C)C)=O)=O 2-((1-(2-((Tert-Butoxycarbonyl)amino)ethyl)-6-nitro-2-oxo-1,2-dihydroquinolin-3-yl)oxy)acetic acid methyl ester